NC1=NC(=CC(=N1)N1CCC2(CCCC(N2C2=CC(=C(C=C2)F)F)=O)CC1)O[C@@H]1COC[C@H]1F |r| rac-9-(2-amino-6-(((3R,4R)-4-fluorotetrahydrofuran-3-yl)oxy)pyrimidin-4-yl)-1-(3,4-difluorophenyl)-1,9-diazaspiro[5.5]undecan-2-one